P(=O)(O)(O)O.ClC1=CC=CC=C1.ClC1=CC=CC=C1.ClC1=CC=CC=C1 tris(4-chlorobenzene) phosphate